isopropyl (2R,3S,5R)-3-((difluoromethyl) sulfonamido)-2-(((6-(5-fluoropyrimidin-2-yl)bicyclo[4.1.0]heptan-3-yl)oxy)methyl)-5-methylpyrrolidine-1-carboxylate FC(S(=O)(=O)N[C@@H]1[C@@H](N([C@@H](C1)C)C(=O)OC(C)C)COC1CC2CC2(CC1)C1=NC=C(C=N1)F)F